5-(8-fluoro-2-methylimidazo[1,2-a]pyridin-6-yl)-2-[3-(4-methylpiperazin-1-yl)-1,2,4-triazin-6-yl]phenol FC=1C=2N(C=C(C1)C=1C=CC(=C(C1)O)C1=CN=C(N=N1)N1CCN(CC1)C)C=C(N2)C